N-(1-benzyl-6-(6-methylpyridin-3-yl)-1H-pyrazolo[3,4-d]pyrimidin-4-yl)-5-nitrothiophene-2-carboxamide C(C1=CC=CC=C1)N1N=CC=2C1=NC(=NC2NC(=O)C=2SC(=CC2)[N+](=O)[O-])C=2C=NC(=CC2)C